(1R,2S)-5'-methoxy-2-{3-[(1,3,5-trimethyl-1H-pyrazol-4-yl)amino]-1H-indazol-6-yl}spiro[cyclopropan-1,3'-indol]-2'(1'H)-one COC=1C=C2[C@]3(C(NC2=CC1)=O)[C@@H](C3)C3=CC=C1C(=NNC1=C3)NC=3C(=NN(C3C)C)C